C(#N)C=1C=NN2C1C(=CC(=C2)C=2C=NC(=CC2)N2CCOCC2)OS(=O)(=O)C(F)(F)F [3-cyano-6-(6-morpholino-3-pyridyl)pyrazolo[1,5-a]pyridin-4-yl]trifluoromethanesulfonate